Cl[SiH2]Cl 1,1-dichlorosilane